1-tert-butyl 4-methyl 4-(6-bromo-7-chloroquinazolin-4-yl)piperidine-1,4-dicarboxylate BrC=1C=C2C(=NC=NC2=CC1Cl)C1(CCN(CC1)C(=O)OC(C)(C)C)C(=O)OC